7-methyl-6-(1-((2-methyl-2H-indazol-3-yl)sulfonyl)piperidin-4-yl)-[1,2,4]triazolo[1,5-a]pyridine CC1=CC=2N(C=C1C1CCN(CC1)S(=O)(=O)C=1N(N=C3C=CC=CC13)C)N=CN2